2-(N-Boc)amino-5-iodothiazole-4-acetic acid ethyl ester C(C)OC(CC=1N=C(SC1I)NC(=O)OC(C)(C)C)=O